2-(3,4-difluorophenyl)-2-(1-(4,5,6,7-tetrahydroisoxazolo[4,3-c]pyridine-5-carbonyl)piperidin-4-ylidene)acetonitrile FC=1C=C(C=CC1F)C(C#N)=C1CCN(CC1)C(=O)N1CC=2C(CC1)=NOC2